4-(7-(2-amino-6-chlorophenyl)-1-(2-ethyl-6-methylphenyl)-6-fluoro-2-carbonyl-1,2-dihydro Quinolin-4-yl)piperazine-1-carboxylate NC1=C(C(=CC=C1)Cl)C1=C(C=C2C(=CC(N(C2=C1)C1=C(C=CC=C1C)CC)=C=O)N1CCN(CC1)C(=O)[O-])F